N-((1R,3r,5S,6r)-3-(6-chloro-1H-indazol-4-yl)-3-hydroxybicyclo[3.1.0]hexan-6-yl)cyclopentanecarboxamide ClC1=CC(=C2C=NNC2=C1)C1(C[C@H]2C([C@H]2C1)NC(=O)C1CCCC1)O